C(CCC)C(C(=O)[O-])S.C(CCC)C(C(=O)[O-])S.C(CCC)C(C(=O)[O-])S.[Sb+3] antimony tri(n-butyl thioglycolate)